C1(=CC=CC=C1)C1=CC(C2(C3(C(NC2=C1)N(C(C(C3([2H])[2H])([2H])[2H])([2H])[2H])[2H])[2H])[2H])[2H] 7-phenyl-9H-pyrido[2,3-b]indole-d10